C(C)SC(NCCC[Si](OCC)(OCC)C)(N(CC)CC)CCCCCCCC octyl(diethylamino)(methyldiethoxysilylpropylamino)methyl ethyl sulfide